3-[[(7R)-1-[5-[(1S)-1-(2,2,6-trifluoro-1,3-benzodioxol-5-yl)ethoxy]-3-pyridyl]-3-(trifluoromethyl)-4,5,6,7-tetrahydroindazol-7-yl]oxy]bicyclo[1.1.1]pentane-1-carboxylic acid FC1(OC2=C(O1)C=C(C(=C2)[C@H](C)OC=2C=C(C=NC2)N2N=C(C=1CCC[C@H](C21)OC21CC(C2)(C1)C(=O)O)C(F)(F)F)F)F